7-amino-8-bromo-2H-pyrido[4,3-b][1,4]oxazin-3(4H)-one NC1=C(C=2OCC(NC2C=N1)=O)Br